3-amino-9-cyclopropylcarbazole NC=1C=CC=2N(C3=CC=CC=C3C2C1)C1CC1